ClC=1C(=NC(=NC1)NC=1C(=CC(=C(C1)NC(C=C)=O)N(C)CCN(C)C)OC)NC1=C(C=CC=C1)N(S(=O)(=O)CC)C N-(5-((5-chloro-4-((2-(N-methylethylsulfonamido)phenyl)amino)pyrimidin-2-yl)amino)-2-((2-(dimethylamino)ethyl)(methyl)amino)-4-methoxyphenyl)acrylamide